1-((4-ethylpyridin-2-yl)methyl)-5-methyl-1H-indole-2-carboxylic acid C(C)C1=CC(=NC=C1)CN1C(=CC2=CC(=CC=C12)C)C(=O)O